N1=CN=C(C=C1)C(=O)O pyrimidin-4-formic acid